COC(=O)C=1C=C2C=C(C=NC2=C(C1)OC)Br methyl-3-bromo-8-methoxyquinoline-6-carboxylate